NC1=C2C(N(C=C1C(=O)OC)C1COCC1)=NC=C2 methyl 4-amino-7-(tetrahydrofuran-3-yl)-7H-pyrrolo[2,3-b]pyridine-5-carboxylate